O=C1N(CCNC1)C1=CC=C2C(C=CNC2=C1)=O 7-(2-oxopiperazin-1-yl)-1,4-dihydroquinolin-4-one